triflyl-lithium S(=O)(=O)(C(F)(F)F)[Li]